ClC=1C(=NOC1C)N(S(=O)(=O)C1=C(C=CC=C1)B(O)O)COCC[Si](C)(C)C (2-(N-(4-chloro-5-methylisoxazol-3-yl)-N-((2-(trimethylsilyl)ethoxy)methyl)sulfamoyl)phenyl)boronic acid